N[C@@H]1[C@@H](CCCC1)OC=1C=CC(=C(C(=O)NC2(CC2)C2=CC=CC3=CC=CC=C23)C1)C 5-(((1R,2S)-2-Aminocyclohexyl)oxy)-2-methyl-N-(1-(naphthalen-1-yl)cyclopropyl)benzamide